C1(CC1)COCC1=CC=C(C=C1)NC(C1=CC(=CC=C1)C1=NC(=C(C=C1)N)N)=O N-(4-((Cyclopropylmethoxy)methyl)phenyl)-3-(5,6-diaminopyridin-2-yl)benzamide